The molecule is a flavonoid oxoanion that is a tetraanionic form of quercetin 3,3',7-trissulfate. It is the major microspecies at pH 7.3 (according to Marvin v 6.2.0.). It is a flavonoid oxoanion and an aryl sulfate oxoanion. It is a conjugate base of a quercetin 3,3',7-trissulfate(3-). C1=CC(=C(C=C1C2=C(C(=O)C3=C(C=C(C=C3O2)OS(=O)(=O)[O-])O)OS(=O)(=O)[O-])OS(=O)(=O)[O-])[O-]